DiButylPhthalate C(CCC)OC(C=1C(C(=O)OCCCC)=CC=CC1)=O